CN1CCC2(CC(C2)NC=2C=CC=3N(N2)C(=CN3)C3=CC(=CC=C3)C(F)(F)F)CC1 N-(7-methyl-7-azaspiro[3.5]nonan-2-yl)-3-(3-(trifluoromethyl)phenyl)imidazo[1,2-b]pyridazin-6-amine